(S)-N-(4-chloro-3-fluorophenyl)-1-(4-cyanopyridin-2-yl)-N-((R)-1-((3,3-difluorocyclobutyl)carbamoyl)-2,3-dihydro-1H-inden-1-yl)-5-oxopyrrole-2-carboxamide ClC1=C(C=C(C=C1)N(C(=O)[C@H]1N(C(C=C1)=O)C1=NC=CC(=C1)C#N)[C@@]1(CCC2=CC=CC=C12)C(NC1CC(C1)(F)F)=O)F